BrC=1C(=C2C(=NC1OC)C=1CN(CCC1N2)C(=O)C2OCC2)Cl (3-bromo-4-chloro-2-methoxy-5,6,7,9-tetrahydro-8H-pyrrolo[3,2-b:4,5-c']dipyridin-8-yl)(oxetan-2-yl)methanone